1-(p-tolyl)ethan-1-ol C1(=CC=C(C=C1)C(C)O)C